tert-butyl 4-(6-(((1r,4r)-4-((3-chloro-4-cyanophenyl)(methyl)amino)cyclohexyl)carbamoyl)-pyridazin-3-yl)piperazine-1-carboxylate ClC=1C=C(C=CC1C#N)N(C1CCC(CC1)NC(=O)C1=CC=C(N=N1)N1CCN(CC1)C(=O)OC(C)(C)C)C